ClC1=CC=C(C(=O)C2=C(SC(=C2C)C)NC(=S)N(N)CC2=CC=C(C=C2)OC)C=C1 N-(3-(4-chlorobenzoyl)-4,5-dimethylthiophen-2-yl)-1-(4-methoxybenzyl)hydrazine-1-thiocarboxamide